Cl.ClC1=NC(=CC(=C1)CC)Cl 2,6-dichloro-4-ethyl-pyridine hydrochloride